6-(1H-imidazol-1-yl)-N-(pyridin-2-yl)picolinamide N1(C=NC=C1)C1=CC=CC(=N1)C(=O)NC1=NC=CC=C1